OC1=CC=CC(=N1)B(O)O 6-HYDROXYPYRIDINE-2-BORONIC ACID